Cl.COC[C@H]1[C@@H](C1)N |r| (±)-(trans)-2-(methoxymethyl)cyclopropylamine, hydrochloride